(3,5-difluoro-4-((2-methylpyridin-4-yl)oxy)phenyl)methanol-13C FC=1C=C(C=C(C1OC1=CC(=NC=C1)C)F)[13CH2]O